1-[2-[6-[3-(Difluoromethoxy)-4-fluoro-phenyl]pyrazolo[4,3-b]pyridin-1-yl]acetyl]pyrrolidin-3-one FC(OC=1C=C(C=CC1F)C=1C=C2C(=NC1)C=NN2CC(=O)N2CC(CC2)=O)F